FC=1C=C(C=CC1F)NC(=O)C=1N(C=C2C1OCC1N(S2(=O)=O)CC1)C N-(3,4-Difluorophenyl)-2-methyl-6,7,7a,8-tetrahydro-2H-azeto[1,2-e]pyrrolo[3,4-b][1,4,5]oxathiazepin-1-carboxamid-4,4-dioxid